2-([2,3'-bipyridin]-5-yl)-N-(5-chloro-4-(6,6-dimethyl-6,7-dihydro-5H-pyrrolo[1,2-a]imidazol-3-yl)pyridin-2-yl)propionamide N1=C(C=CC(=C1)C(C(=O)NC1=NC=C(C(=C1)C1=CN=C2N1CC(C2)(C)C)Cl)C)C=2C=NC=CC2